1'-(azobis-carbonyl)dipiperidine N(=NC(=O)N1CCCCC1)C(=O)N1CCCCC1